4-{4-[(3-methoxyphenyl)methoxy]piperidin-1-yl}-1-methyl-2-oxo-1,2-dihydroquinoline-3-carbonitrile COC=1C=C(C=CC1)COC1CCN(CC1)C1=C(C(N(C2=CC=CC=C12)C)=O)C#N